4-fluoro-3-(2-(1-methyl-1H-pyrazol-4-yl)-1-((2-(trimethylsilyl)ethoxy)methyl)-1H-pyrrolo[2,3-b]pyridine-5-carboxamido)benzoic acid FC1=C(C=C(C(=O)O)C=C1)NC(=O)C=1C=C2C(=NC1)N(C(=C2)C=2C=NN(C2)C)COCC[Si](C)(C)C